FC1=C(C=CC=C1)N1CCC=2C(=NC=3C(=CC=CC3C21)C)C (2-fluorophenyl)-4,6-dimethyl-1H,2H,3H-pyrrolo[3,2-c]quinoline